(pyrrolidin-1-ylmethylene)piperidine-1-carboxylic acid tert-butyl ester C(C)(C)(C)OC(=O)N1C(CCCC1)=CN1CCCC1